FC(C1=NC=CC(=C1)C=1C=NN2C1C=CC(=C2)CN2CCC1(COC1)CC2)(F)F 7-((3-(2-(Trifluoromethyl)pyridin-4-yl)pyrazolo[1,5-a]pyridin-6-yl)methyl)-2-oxa-7-azaspiro[3.5]nonane